N-[(4-Chlorophenyl)-methyl]-2-morpholin-4-yl-4-(trifluoromethyl)-thiazole-5-carboxylic acid amide ClC1=CC=C(C=C1)CNC(=O)C1=C(N=C(S1)N1CCOCC1)C(F)(F)F